C1(=CC=CC=C1)C(C1=CC=CC=C1)=N[C@H]([C@@H](C1=CC=C(C=C1)OC)N[S@](=O)C(C)(C)C)C1=CC=CC=C1 (R)-N-((1R,2S)-2-((diphenylmethylene)amino)-1-(4-methoxyphenyl)-2-phenylethyl)-2-methylpropane-2-sulfinamide